4-((2r,4r)-2-(azetidine-1-carbonyl)-6,9-dioxo-5-(4-(trifluoromethyl)benzyl)-5,8-diazaspiro[3.5]nonan-8-yl)-3-fluorobenzonitrile N1(CCC1)C(=O)C1CC2(C1)N(C(CN(C2=O)C2=C(C=C(C#N)C=C2)F)=O)CC2=CC=C(C=C2)C(F)(F)F